N-[5-(1,1-dideuterio-2,2-difluoro-ethyl)-4-methoxy-pyrimidin-2-yl]-6-fluoro-1H-indole-3-sulfonamide [2H]C(C(F)F)([2H])C=1C(=NC(=NC1)NS(=O)(=O)C1=CNC2=CC(=CC=C12)F)OC